OC1CC2(CNC3=C(NC2=O)N=CC(=C3)/C=C/C(=O)N(CC=3OC2=C(C3C)C=CC=C2)C)C1 (E)-3-(3-hydroxy-4'-oxo-1',2',4',5'-tetrahydrospiro[cyclobutane-1,3'-pyrido[2,3-b][1,4]diazepin]-8'-yl)-N-methyl-N-((3-methylbenzofuran-2-yl)methyl)acrylamide